ClC1=NC(=CC(=C1)OC1COC1)C1(COCC1)OC 2-chloro-6-(3-methoxytetrahydrofuran-3-yl)-4-(oxetan-3-yl-oxy)pyridine